butyl-N-[3-({[(1R,2R,3S,4R)-4-[5-(4-benzylthiophen-2-yl)pyrrolo[2,3-d]pyrimidin-7-yl]-2,3-dihydroxycyclopentyl] methyl}amino)propyl]-N-{2-[4-(trifluoromethyl)phenyl]ethyl}carbamate C(CCC)OC(N(CCC1=CC=C(C=C1)C(F)(F)F)CCCNC[C@@H]1[C@H]([C@H]([C@@H](C1)N1C=C(C2=C1N=CN=C2)C=2SC=C(C2)CC2=CC=CC=C2)O)O)=O